(E)-4-(3-hydroxy-3-methylbut-1-en-1-yl)picolinic acid methyl ester COC(C1=NC=CC(=C1)\C=C\C(C)(C)O)=O